CN(C)C=NC1=CC(=C(C2=CC=CC=C12)OC=1N=CSC1C1=NC(=NC=C1)N[C@@H]1CN(CCC1)C(=O)OC(C)(C)C)C tert-butyl (3S)-3-[(4-{4-[(4-{[(dimethylamino)methylidene]amino}-2-methylnaphthalen-1-yl)oxy]-1,3-thiazol-5-yl}pyrimidin-2-yl)amino]piperidine-1-carboxylate